IC=1C=C(CNC2=C3N=CN(C3=NC=N2)[C@]2([C@H](O)[C@H](O)[C@H](O2)CO)[NH-])C=CC1 1-[N6-(3-iodobenzyl)-adenine-9-yl]-β-D-ribofuranosyl-amide